C1=NC(=CC2=CC=CC=C12)C1=NOC(C1)C(=O)OCC ethyl 3-(isoquinolin-3-yl)-4,5-dihydro-1,2-oxazole-5-carboxylate